2-amino-7-((3'-chloro-4'-fluoro-[1,1'-biphenyl]-2-yl)oxy)-1,2,3,4-tetrahydronaphthalene-2-carboxylic acid NC1(CC2=CC(=CC=C2CC1)OC1=C(C=CC=C1)C1=CC(=C(C=C1)F)Cl)C(=O)O